C(C)OC(=O)C=1N=CC=2CN(CC(C2C1)C1=CC=CC=C1)C1=CC(=CC(=C1)F)F 7-(3,5-difluorophenyl)-5-phenyl-5,6,7,8-tetrahydro-2,7-naphthyridine-3-carboxylic acid ethyl ester